4-(4-hydroxyphenyl)-4-azatricyclo[5.2.1.02,6]-8-decene-3,5-dione OC1=CC=C(C=C1)N1C(C2C3C=CC(C2C1=O)C3)=O